((bis(4-methoxyphenyl)(phenyl)methoxy)methyl)-5-(5-methyl-2,4-dioxo-3,4-dihydropyrimidin-1(2H)-yl)-tetrahydrofuran-3-yl(2-cyanoethyl)diisopropylphosphoroamidite COC1=CC=C(C=C1)C(OCC(C(C)(N(P([O-])[O-])C(C)C)CCC#N)C1COC(C1)N1C(NC(C(=C1)C)=O)=O)(C1=CC=CC=C1)C1=CC=C(C=C1)OC